ClC=1C=CC(=C(C1)C=1C=C(C=2OCCNC2N1)NC1=CC(=NC=C1)NC(CCN(C)C)=O)F N-(4-{[6-(5-chloro-2-fluoro-phenyl)-2H,3H,4H-pyrido-[3,2-b][1,4]oxazin-8-yl]-amino}pyridin-2-yl)-3-(dimethylamino)propanamide